FC(N1C(=NC2=C1C=CC=C2)N2CCC(CC2)OC2=CC1=C(C=N2)C(=NN1C)C1=CC(=CC=C1)F)F 6-((1-(1-(difluoromethyl)-1H-benzo[d]imidazol-2-yl)piperidin-4-yl)oxy)-3-(3-fluorophenyl)-1-methyl-1H-pyrazolo[4,3-c]pyridine